(1R,5S)-tert-butyl 3-(7-(7,8-difluoronaphthalen-1-yl)-8-fluoro-2-(methylsulfonyl)pyrido[4,3-d]pyrimidin-4-yl)-3,8-diazabicyclo[3.2.1]octane-8-carboxylate FC1=CC=C2C=CC=C(C2=C1F)C1=C(C=2N=C(N=C(C2C=N1)N1C[C@H]2CC[C@@H](C1)N2C(=O)OC(C)(C)C)S(=O)(=O)C)F